5-(3-Hydroxy-4-methoxyphenyl)-7-imino-7,8-dihydropyrimido[4,5-d]pyrimidine-2,4(1H,3H)-dione OC=1C=C(C=CC1OC)C=1C2=C(NC(N1)=N)NC(NC2=O)=O